S1C(=NC2=C1C=CC=C2)N[C@H](C(=O)O)CNC(=O)[C@H]2CN(CCC2)CCCC2=NC=1NCCCC1C=C2 (2S)-2-(1,3-benzothiazol-2-ylamino)-3-[[(3R)-1-[3-(5,6,7,8-tetrahydro-1,8-naphthyridin-2-yl)propyl]piperidine-3-carbonyl]amino]propionic acid